C(C1=CC=CC=C1)N1CCC(CC1)[C@H](CNC(=O)N1[C@@H](CN(CC1)C1=CC(=C(C=C1)OC(F)(F)F)C#N)C)O (2R)-N-[(2R)-2-(1-benzylpiperidin-4-yl)-2-hydroxyethyl]-4-[3-cyano-4-(trifluoromethoxy)phenyl]-2-methylpiperazine-1-carboxamide